1-[3-(morpholin-4-yl)propyl]-1H-indazole-6-carboxamide formic acid salt C(=O)O.N1(CCOCC1)CCCN1N=CC2=CC=C(C=C12)C(=O)N